C(C)(C)(C)OC(=O)N1CC2(C1)CC(C2)OC2=NC(=CN=C2)C(F)(F)F 6-[6-(trifluoromethyl)pyrazin-2-yl]Oxy-2-azaspiro[3.3]Heptane-2-carboxylic acid tert-butyl ester